C(C)OC(=O)C1=NC(=NC(=C1)C)N1C(=NC(=C1[2H])[2H])[2H] (1H-imidazol-1-yl-d3)-6-methylpyrimidine-4-carboxylic acid ethyl ester